FC(CN1N=NC2=C1C=C(C=C2)C=2C=CN1N=C(N=C(C12)OC)N[C@H]1C(CN(CC1)C(CO)=O)(F)F)F (R)-1-(4-((5-(1-(2,2-Difluoroethyl)-1H-benzo[d][1,2,3]triazol-6-yl)-4-methoxypyrrolo[2,1-f][1,2,4]triazin-2-yl)amino)-3,3-difluoropiperidin-1-yl)-2-hydroxyethan-1-one